3-tert-butyl-1-{3-oxo-4-[(1S)-1-[3-(trifluoromethyl)phenyl]ethyl]-2H-1,4-benzoxazin-7-yl}urea C(C)(C)(C)NC(NC1=CC2=C(N(C(CO2)=O)[C@@H](C)C2=CC(=CC=C2)C(F)(F)F)C=C1)=O